CC=1C(=C(SC1)NC(CC1=C2C=CC=NC2=CC=C1)=O)C1=NC(=NN1)C N-(4-methyl-3-(3-methyl-1H-1,2,4-triazol-5-yl)thiophen-2-yl)-2-(quinolin-5-yl)acetamide